2-[(tert-butoxycarbonyl)(methyl)amino]propionic acid C(C)(C)(C)OC(=O)N(C(C(=O)O)C)C